CC1=C(C(=O)OC)C=CC(=N1)C=1N=NN(C1COC1OCCCC1)C methyl 2-methyl-6-(1-methyl-5-(((tetrahydro-2H-pyran-2-yl)oxy)methyl)-1H-1,2,3-triazol-4-yl)nicotinate